[N+](=O)([O-])C1C(OC2=CC=CC=C2C1=O)(C1=CC=CC=C1)C1=CC(=CC=C1)[N+](=O)[O-] 3-nitro-2-(3-nitrophenyl)flavone